1-((methyl(1-(3,3,3-trifluoropropyl)azetidin-3-yl)carbamoyl)oxy)-3-(palmitoyl-oxy)propan-2-yl oleate C(CCCCCCC\C=C/CCCCCCCC)(=O)OC(COC(N(C1CN(C1)CCC(F)(F)F)C)=O)COC(CCCCCCCCCCCCCCC)=O